N5,N9-bis(biphenyl-4-yl)-N5,N9-bis{4-(tert-butyl)phenyl}spiro(benzo[4',5']thieno[2',3':5,6]fluoreno[4,3-b]benzofuran-7,9'-fluorene)-5,9-diamine C1(=CC=C(C=C1)N(C=1C2=C(C=3C4=C(C=C(C5=C4OC4=C5C=CC=C4)N(C4=CC=C(C=C4)C(C)(C)C)C4=CC=C(C=C4)C4=CC=CC=C4)C4(C5=CC=CC=C5C=5C=CC=CC45)C3C1)SC1=C2C=CC=C1)C1=CC=C(C=C1)C(C)(C)C)C1=CC=CC=C1